C1CCC2=C(C=3CCCC3C=C12)NC(=O)N=S(=O)(N)C=1C=NN2C1OCC1(C2)CCC1 N'-((1,2,3,5,6,7-hexahydro-s-indacen-4-yl)carbamoyl)-5'H,7'H-spiro[cyclobutane-1,6'-pyrazolo[5,1-b][1,3]oxazine]-3'-sulfonimidamide